C1(=CC=CC=C1)S(=O)(=O)N1C=CC=2C1=NC=CC2C2=C(C=C(N)C=C2)C(F)F 4-[1-(Benzenesulfonyl)pyrrolo[2,3-b]pyridin-4-yl]-3-(difluoromethyl)aniline